C(C)(C)(C)OC1=CC(=C(C(=C1)F)C1=CCCCC2=C1C=CC(=C2)C(=O)OC)F methyl 9-(4-(tert-butoxy)-2,6-difluorophenyl)-6,7-dihydro-5H-benzo[7]annulene-3-carboxylate